4-(benzyloxy)benzamide C(C1=CC=CC=C1)OC1=CC=C(C(=O)N)C=C1